N-((1R)-3-Cyano-3-azabicyclo[3.1.0]hexan-1-yl)-2'-((4-fluorophenyl)amino)-[1,1'-biphenyl]-4-carboxamid C(#N)N1C[C@]2(CC2C1)NC(=O)C1=CC=C(C=C1)C1=C(C=CC=C1)NC1=CC=C(C=C1)F